N-(3-amino-4-(2-chloro-5-fluorophenoxy)-1H-indazol-5-yl)-5-fluoro-3-(trifluoromethyl)-3-((trimethylsilyl)oxy)indoline-1-carboxamide NC1=NNC2=CC=C(C(=C12)OC1=C(C=CC(=C1)F)Cl)NC(=O)N1CC(C2=CC(=CC=C12)F)(O[Si](C)(C)C)C(F)(F)F